FC(C=1C=C(C=C(C1)C(F)(F)F)C([C@@H]1NCCC1)(O[Si](C)(C)C(C)(C)C)C1=CC(=CC(=C1)C(F)(F)F)C(F)(F)F)(F)F (R)-2-[bis[3,5-bis(trifluoromethyl)phenyl][[tert-butyldimethylsilyl]oxy]methyl]pyrrolidine